C1(CC1)C1=NNC(N1CC)=O 3-cyclopropyl-4-ethyl-1H-1,2,4-triazol-5(4H)-one